N1=C(C=CC=C1)[C@@H]1[C@@H](CNCC1)C(=O)OCC ethyl (cis)-4-(pyridin-2-yl)piperidine-3-carboxylate